C(\C=C\C1=CC=C(C=C1)O)(=O)CC(=O)O.C(\C=C/C(=O)O)(=O)N[C@@H](CC1=CNC=N1)C(=O)N[C@@H](CC(C)C)C(=O)O maleyl-histidyl-leucine coumaroyl-acetate